COC(CCCCCC\C=C/C=C)OC (3Z)-11,11-dimethoxy-1,3-undecadiene